OC(=O)CCCCCCCCC.O([C@@H]1[C@H](O)[C@@H](O)[C@H](O)[C@H](O1)CO)C1[C@H](O)[C@@H](O)[C@H](O)[C@H](O1)CO D-glucopyranosyl α-D-glucopyranoside monocaprate